Methyl 6-(((6aR,8R)-2-(3-fluoro-2-hydroxyphenyl)-6a-(fluoromethyl)-5,6,6a,7,8,9-hexahydropyrrolo[1',2':4,5]pyrazino[2,3-c]pyridazin-8-yl)oxy)-4-methylnicotinate FC=1C(=C(C=CC1)C=1C=C2C(=NN1)NC[C@@]1(N2C[C@@H](C1)OC1=NC=C(C(=O)OC)C(=C1)C)CF)O